COC1=CC=2C3CC[C@@]4([C@H](CCC4C3CCC2C=C1C1=C(C=CC=C1)S(=O)(=O)[O-])C1=C(C=CC=C1)S(=O)(=O)[O-])C (13S,17S)-2-methoxy-13-methyl-7,8,9,11,12,13,14,15,16,17-decahydro-6H-cyclopenta[a]phenanthrene-3,17-diyldibenzenesulfonate